S1C(=CC=C1)C=1OC=2N=C3N(C(C2N1)=O)CCCC3 2-(thiophene-2-yl)-5,6,7,8-tetrahydro-10H-oxazolo[5,4-D]pyrido[1,2-a]pyrimidine-10-one